C(CCCCCCCCCCCCCCCCCCCCC)(=O)O cis-docosanoic acid